(phenyl(m-tolyl)amino)triphenylamine C1(=CC=CC=C1)N(C=1C=C(C=CC1)C)C1=C(C=CC=C1)N(C1=CC=CC=C1)C1=CC=CC=C1